(E)-4-(((2S,6R)-2,6-dimethylmorpholino)methyl)benzene C[C@@H]1O[C@@H](CN(C1)CC1=CC=CC=C1)C